(R)-N-(4-fluoro-3-methylphenyl)-4-isopropyl-1,2-dimethyl-5-(2-oxo-2-((1,1,1-trifluoropropan-2-yl)amino)acetyl)-1H-pyrrole-3-carboxamide FC1=C(C=C(C=C1)NC(=O)C1=C(N(C(=C1C(C)C)C(C(N[C@@H](C(F)(F)F)C)=O)=O)C)C)C